4'-((S)-2-methylpiperazin-1-yl)-2'-(((S)-1-methylpyrrolidin-2-yl)methoxy)-3,4,5',6'-tetrahydro-2H-spiro[naphthalene-1,7'-pyrano[2,3-d]pyrimidine] C[C@@H]1N(CCNC1)C=1C2=C(N=C(N1)OC[C@H]1N(CCC1)C)OC1(CC2)CCCC2=CC=CC=C21